(3R,5'S)-1'-((S)-4-methyl-2-(1-methylene-3-oxoisoindolin-2-yl)pentanoyl)-2-oxospiro[indoline-3,3'-pyrrolidine]-5'-carbonitrile CC(C[C@@H](C(=O)N1C[C@]2(C[C@H]1C#N)C(NC1=CC=CC=C12)=O)N1C(C2=CC=CC=C2C1=O)=C)C